methyl 5-hydroxy-3,6-dimethylpicolinate OC=1C=C(C(=NC1C)C(=O)OC)C